N-(aminoethyl)phthalimide NCCN1C(C=2C(C1=O)=CC=CC2)=O